(naphthylphenyl)(dibenzothiophenylphenyl)(spirobifluorenyl)amine C1(=CC=CC2=CC=CC=C12)C1=C(C=CC=C1)N(C=1C2(C3=CC4=CC=CC=C4C3=CC1)C=CC=C1C3=CC=CC=C3C=C12)C1=C(C=CC=C1)C1=CC=CC=2SC3=C(C21)C=CC=C3